C(C)(C)(C)P(CC(C)(C)C)C(C)(C)C ditertbutyl-neopentylphosphine